(R)-7-((1-acetylpiperidin-4-yl)amino)-4-(3-(3,4-dihydroisoquinolin-2(1H)-yl)-2-hydroxypropyl)-3,4-dihydrobenzo[f][1,4]oxazepin-5(2H)-one C(C)(=O)N1CCC(CC1)NC=1C=CC2=C(C(N(CCO2)C[C@@H](CN2CC3=CC=CC=C3CC2)O)=O)C1